DeuteRium Oxide [2H]O[2H]